3,3'-difluoro-4,4'-dihydroxy-biphenyl FC=1C=C(C=CC1O)C1=CC(=C(C=C1)O)F